terphenyl propionate C(CC)(=O)O.C1(=CC=CC=C1)C=1C(=CC=CC1)C1=CC=CC=C1